CC(C(=O)O[C@@H]1CCC2=C(C=C(C=C12)Cl)S(NC1=C(C(=C(C=C1)F)Br)F)(=O)=O)(C)C (1R)-4-[(3-bromo-2,4-difluorophenyl) sulfamoyl]-6-chloro-2,3-dihydro-1H-inden-1-yl 2,2-dimethylpropanoate